FC(OC=1C=C(C(=O)O)C=C(C1)S(=O)(=O)C(F)F)F 3-(difluoromethoxy)-5-((difluoromethyl)sulfonyl)benzoic acid